BrC=1C=CC(=C2C=CC=NC12)C=1OC(=NN1)C1CC1 2-(8-bromoquinolin-5-yl)-5-cyclopropyl-1,3,4-oxadiazole